ClC=1C(=NC=C(C1)C(F)(F)F)COC=1N=CC2=CC(=CC(=C2C1)C(=O)N1CCCCC1)C(=O)O 3-((3-chloro-5-(trifluoromethyl)pyridin-2-yl)methoxy)-5-(piperidine-1-carbonyl)isoquinoline-7-carboxylic acid